NC1CCC(CC1)N1C2=NC(=NC=C2N=C1NC1=CC(=CC=C1)C(F)(F)F)NC(C)(C)C 9-((1R,4R)-4-aminocyclohexyl)-N2-(tert-butyl)-N8-(3-(trifluoromethyl)phenyl)-9H-purine-2,8-diamine